(2R,6S)-N-{2-[(4-acetamidophenyl)methyl]-2-azaspiro[3.3]heptan-6-yl}-2,6-dimethyl-4-[5-(trifluoromethyl)pyrimidin-2-yl]piperazine-1-carboxamide C(C)(=O)NC1=CC=C(C=C1)CN1CC2(C1)CC(C2)NC(=O)N2[C@@H](CN(C[C@@H]2C)C2=NC=C(C=N2)C(F)(F)F)C